diethyl ((((3aR,4R,6R,6aR)-6-(7-(benzylamino)-5-chloro-3H-imidazo[4,5-b]pyridin-3-yl)-2,2-dimethyltetrahydrofuro[3,4-d][1,3]dioxol-4-yl)methoxy)methyl)phosphonate C(C1=CC=CC=C1)NC1=C2C(=NC(=C1)Cl)N(C=N2)[C@@H]2O[C@@H]([C@@H]1[C@H]2OC(O1)(C)C)COCP(OCC)(OCC)=O